6-(2,2,2-trifluoroethyl)pyrido[3,2-d]pyrimidin-4(3H)-one FC(CC=1C=CC=2N=CNC(C2N1)=O)(F)F